5-fluoronicotinic acid ethyl ester sodium hydride [H-].[Na+].C(C)OC(C1=CN=CC(=C1)F)=O